C(OCOC=1C(C=CN2N([C@H]3N(C(C21)=O)CCOC3)[C@@H]3C2=C([Se]CC1=C3C(=CC=C1)F)C=CC=C2)=O)(OC)=O (((R)-12-((S)-10-fluoro-6,11-dihydrodibenzo[b,e]selenepin-11-yl)-6,8-dioxo-3,4,6,8,12,12a-hexahydro-1H-[1,4]oxazino[3,4-c]pyrido[2,1-f][1,2,4]triazin-7-yl)oxy)methyl methyl carbonate